C(C=C)(=O)N1CC2=C(CC1)NC=1N2N=C(C1C(=O)N)C1=CC=C(C=C1)OCC1CC1 7-acryloyl-2-(4-(cyclopropylmethoxy)phenyl)-5,6,7,8-tetrahydro-4H-pyrazolo[5',1':2,3]imidazo[4,5-c]pyridine-3-carboxamide